N-(6-methoxy-1-methyl-1H-indazol-7-yl)-6-(3-methyl-1H-1,2,4-triazol-5-yl)pyridine-3-sulfonamide COC1=CC=C2C=NN(C2=C1NS(=O)(=O)C=1C=NC(=CC1)C1=NC(=NN1)C)C